N1=CN=C(C2=C1NC=C2)C=2C(=NC=CC2)NC=2C=CC(=C(C2)NC(C2=CC(=CC=C2)C(C)(C)C#N)=O)Cl N-(5-(3-(7H-pyrrolo[2,3-d]pyrimidin-4-yl)pyridin-2-ylamino)-2-chlorophenyl)-3-(2-cyanopropan-2-yl)benzamid